bis(6-butylaminopyridin-2-yl)isophthalamide C(CCC)NC1=CC=CC(=N1)C1=CC(=C(C=C1C(=O)N)C(=O)N)C1=NC(=CC=C1)NCCCC